1-[3-(8-chloro-quinolin-5-yl)-5-methyl-piperidin-1-yl]-2-(1-methyl-piperidin-4-yl)-ethanone ClC=1C=CC(=C2C=CC=NC12)C1CN(CC(C1)C)C(CC1CCN(CC1)C)=O